FC(C=1N=C2N(N=C(C(=C2C)C)N2CC=3C=C(C=NC3CC2)C2=CC=C(C=C2)C)C(C1)=O)F 2-(difluoromethyl)-8,9-dimethyl-7-(3-(p-tolyl)-7,8-dihydro-1,6-naphthyridin-6(5H)-yl)-4H-pyrimido[1,2-b]pyridazin-4-one